3-methyloct-5-en-1-ol CC(CCO)CC=CCC